Benzyl ((2S,3R)-2-methoxy-5-oxotetrahydrofuran-3-yl)carbamate CO[C@H]1OC(C[C@H]1NC(OCC1=CC=CC=C1)=O)=O